FC=1C=C(C=CC1F)CC1=CC(=C(C=C1)NC(OCC=1C(=C2C(N(CC2=CC1)C1C(NC(CC1)=O)=O)=O)OC)=O)C [2-(2,6-dioxopiperidin-3-yl)-4-methoxy-3-oxo-2,3-dihydro-1H-isoindol-5-yl]methyl N-{4-[(3,4-difluorophenyl)methyl]-2-methylphenyl}carbamate